4,4-dimethyl-4,5-dihydro-[1,2,4]triazolo[4,3-a]quinoxaline CC1(C=2N(C3=CC=CC=C3N1)C=NN2)C